[N+](=O)([O-])C1=C(C=CC=C1)NC12CN(CC(CC1)CC2)CCO 2-{1-[(2-nitrophenyl)amino]-3-azabicyclo[3.2.2]nonan-3-yl}ethanol